N-[2-{2-[3-methyl-1-(propan-2-yl)-1H-pyrazol-4-yl]-3H-imidazo[4,5-b]pyridin-7-yl}-6,7,8,9-tetrahydro-5H-benzo[7]annulen-5-yl]-4,5,6,7-tetrahydro-1-benzothiophene-2-carboxamide CC1=NN(C=C1C1=NC=2C(=NC=CC2C=2C=CC3=C(CCCCC3NC(=O)C=3SC4=C(C3)CCCC4)C2)N1)C(C)C